(S)-1-(tert-butyl)-3-(2-oxo-1-(1-phenylethyl)-1,2,3,4-tetrahydroquinolin-6-yl)urea C(C)(C)(C)NC(=O)NC=1C=C2CCC(N(C2=CC1)[C@@H](C)C1=CC=CC=C1)=O